CC=1N=C(NC(C1C)=O)N1N=C(C=C1C1=C(C(=O)N)C=CC=C1O)C (1-(4,5-dimethyl-6-oxo-1,6-dihydropyrimidin-2-yl)-3-methyl-1H-pyrazol-5-yl)-3-hydroxy-benzamide